C(O[C@@H]1CC[C@H](CC1)NC1=NC=C(C(=N1)C1=CC(=CC=C1)N1C(C=CC=C1)=O)F)(OC1=CC=C(C=C1)[N+](=O)[O-])=O trans-(1r,4r)-4-((5-fluoro-4-(3-(2-oxopyridin-1(2H)-yl)phenyl)pyrimidin-2-yl)amino)cyclohexyl (4-nitrophenyl) carbonate